5-bromo-4-methoxy-1-(oxan-2-yl)pyrazolo[3,4-b]pyridine BrC=1C(=C2C(=NC1)N(N=C2)C2OCCCC2)OC